ClC=1C=C(C=CC1F)N1N=C(C=C1)CC(=O)O 2-[1-(3-Chloro-4-fluorophenyl)-1H-pyrazol-3-yl]acetic acid